ClC=1C=C2C=C(NC2=CC1OCC=1N=CSC1)CNC(=O)C1N(CC1)C N-({5-chloro-6-[(1,3-thiazol-4-yl)methoxy]-2-indolyl}methyl)-1-methyl-2-azetidinecarboxamide